FC=1C(=C(C=CC1F)[C@H]1[C@@H](O[C@]([C@H]1C)(C(F)(F)F)C)C(=O)NC1=CC(=NC(=C1)F)C(=O)N)OC 4-((2R,3S,4S,5R)-3-(3,4-difluoro-2-methoxyphenyl)-4,5-dimethyl-5-(trifluoromethyl)tetrahydrofuran-2-carboxamido)-6-fluoropicolinamide